6-(2-allyl-6-((4-(4-(2-hydroxyethyl)piperazin-1-yl)phenyl)amino)-3-oxo-2,3-dihydro-1H-pyrazolo[3,4-d]pyrimidin-1-yl)pyridine-2-sulfonamide C(C=C)N1N(C2=NC(=NC=C2C1=O)NC1=CC=C(C=C1)N1CCN(CC1)CCO)C1=CC=CC(=N1)S(=O)(=O)N